Cl(=O)(=O)(=O)O.N1C=CC=C1 pyrrole, perchlorate salt